3,5-dimethyl-1-(4-chlorophenyl)-1H-pyrazolo[3,4-b]pyridine CC1=NN(C2=NC=C(C=C21)C)C2=CC=C(C=C2)Cl